5-chloro-1-(3-methoxy-3-oxopropyl)-1H-indole-2-carboxylic acid methyl ester COC(=O)C=1N(C2=CC=C(C=C2C1)Cl)CCC(=O)OC